1-(3-aminopropoxy)-3-methoxypropane NCCCOCCCOC